ethoxytriphenylphosphine C(C)OC1=C(C=CC=C1)P(C1=CC=CC=C1)C1=CC=CC=C1